BrC1=CC=C(C2=CC(=CC=C12)F)N 4-bromo-7-fluoronaphthalen-1-amine